NC=1C2=C(N=CN1)N(C=C2C#CC2=C(C=CC=C2SC)F)[C@@H]2C=C([C@H]([C@H]2O)O)CNS(N)(=O)=O 4-amino-7-[(1R,4R,5S)-4,5-dihydroxy-3-[(sulfamoylamino)methyl]cyclopent-2-en-1-yl]-5-[2-(2-fluoro-6-methylsulfanylphenyl)ethynyl]pyrrolo[2,3-d]pyrimidine